C(#N)/C(/C(=O)OC)=C\C1=C(C=CC=C1)F Methyl (E)-2-cyano-3-(2-fluorophenyl)acrylate